((((1R,4R,4'S,5'S)-4',5'-diphenylspiro[bicyclo[2.2.1]heptane-2,2'-[1,3]dioxolane]-4-yl)methyl)amino)-4-nitrobenzonitrile C1(=CC=CC=C1)[C@@H]1OC2(O[C@H]1C1=CC=CC=C1)[C@@H]1CC[C@](C2)(C1)CNC1=C(C#N)C=CC(=C1)[N+](=O)[O-]